N(=[N+]=[N-])\C(\C(=O)OCC)=C\C ethyl (E)-2-azido-2-butenoate